pyrazin-2(3H)-one dihydrochloride Cl.Cl.N=1C(CN=CC1)=O